3-cyclopropyl-5-(5-fluoro-2-methylphenyl)-1H-pyrazole C1(CC1)C1=NNC(=C1)C1=C(C=CC(=C1)F)C